2-[(2r,3s,4s,5s,6r)-3,4,5-trihydroxy-6-(4-nitrophenoxy)oxan-2-yl]Ethane-1-sulfonic acid propan-2-yl ester CC(C)OS(=O)(=O)CC[C@H]1O[C@@H]([C@H]([C@H]([C@@H]1O)O)O)OC1=CC=C(C=C1)[N+](=O)[O-]